C(C)(C)(C)OC(=O)NCC1=NC2=C(N1CC)C=C(C=C2)C(=O)O ({[(tert-butoxy)carbonyl]amino}methyl)-1-ethyl-1H-1,3-benzodiazole-6-carboxylic acid